C(#N)C1=C(C=C(C=N1)NC(C(C(=O)OCCC=1C=NC=CC1)(C)O)=O)C(F)(F)F 2-(Pyridin-3-yl)ethyl 3-[[6-cyano-5-(trifluoromethyl)-pyridin-3-yl]amino]-2-hydroxy-2-methyl-3-oxopropanoate